BrC=1C(=C(C=CC1)C=1OC2=C(N1)CN(C2)C(CN(C)CC)=O)Cl 1-(2-(3-bromo-2-chlorophenyl)-4,6-dihydro-5H-pyrrolo[3,4-d]Oxazol-5-yl)-2-(ethyl-(methyl)amino)ethan-1-one